C(C1=CC=CC=C1)OC[C@H]1OCC(CNC1)(F)F (S)-2-((benzyloxy)methyl)-6,6-difluoro-1,4-oxazepane